COCCC[Si](OC)(OC)OC 3-methoxypropyl-(trimethoxysilane)